FC=1C=C(C=C(C1)OCC(CCC)CCC)[C@@H](CCN[C@@H](C)C1=CC=CC=C1)O (R)-1-(3-Fluoro-5-((2-propylpentyl)oxy)phenyl)-3-(((S)-1-phenylethyl)amino)propan-1-ol